3,10-dichloro-7-ethyl-5,7-dihydro-6H-dipyrido[2,3-d:2',3'-f][1,3]diazepin-6-one ClC1=CC2=C(C3=C(N(C(N2)=O)CC)N=CC(=C3)Cl)N=C1